t-butyl (E)-(3-(5-amino-4-((1-hexyl-1H-imidazol-2-yl)diazenyl)-1H-pyrazol-1-yl)propyl)carbamate NC1=C(C=NN1CCCNC(OC(C)(C)C)=O)\N=N\C=1N(C=CN1)CCCCCC